C1(CC1)C=1C=CC(=NC1F)[C@@H](NC(=O)[C@H]1N(C[C@@H](C1)F)C(CC=1OC=CN1)=O)C1=CC=CC=C1 (2S,4R)-N-[(S)-(5-cyclopropyl-6-fluoropyridin-2-yl)(phenyl)methyl]-4-fluoro-1-[2-(1,3-oxazol-2-yl)acetyl]pyrrolidine-2-carboxamide